4-[5-(difluoromethyl)-1,3,4-oxadiazol-2-yl]-2-{1-[(2-methylphenyl)methyl]-1H-imidazol-2-yl}pyridine FC(C1=NN=C(O1)C1=CC(=NC=C1)C=1N(C=CN1)CC1=C(C=CC=C1)C)F